FC1=CC=C(C=C1)OC(N[C@@H]1C[C@H](C1)NC1=NC=2N([C@H](C(NC2C(=N1)C)=O)C)C)=O (trans-3-(((S)-4,7,8-trimethyl-6-oxo-5,6,7,8-tetrahydropteridin-2-yl)amino)cyclobutyl)carbamic acid 4-fluorophenyl ester